1,2,3,3-tetramethylbenzindole iodonium salt [IH2+].CN1C(C(C2=CC=C3C(=C12)C=CC=C3)(C)C)C